7-methyl-2-((6-methyl-2,3-dihydrobenzofuran-5-yl)amino)-9-(piperidin-4-yl)-7,9-dihydro-8H-purin-8-one CN1C(N(C2=NC(=NC=C12)NC=1C(=CC2=C(CCO2)C1)C)C1CCNCC1)=O